COC(NC1=NC=CC(=C1)C1=NC(=C(C=C1)F)C(F)F)=O methyl(6-(difluoromethyl)-5-fluoro-[2,4'-bipyridin]-2'-yl)carbamate